N-[(1S)-5-[2-(2-aminopyridin-3-yl)-5-(1,3-thiazol-2-yl)imidazo[4,5-b]pyridin-3-yl]-2,3-dihydro-1H-inden-1-yl]-3-formyl-4-hydroxybenzamide NC1=NC=CC=C1C1=NC=2C(=NC(=CC2)C=2SC=CN2)N1C=1C=C2CC[C@@H](C2=CC1)NC(C1=CC(=C(C=C1)O)C=O)=O